BrC=1C=C(C(=NC1)OC)N 5-bromo-2-methoxypyridin-3-amine